methyl 4-bromo-2-(difluoromethyl)-1H-benzo[d]imidazole-7-carboxylate BrC1=CC=C(C=2NC(=NC21)C(F)F)C(=O)OC